FC=1C=C2CCC(C2=CC1[N+](=O)[O-])=O 5-fluoro-6-nitro-2,3-dihydro-1H-inden-1-one